N[C@@H]1C2=CC=CC=C2CC12CCN(CC2)C2=CN=C1C(=N2)NN=C1OC1=C(C(N(C=C1)C)=O)Cl (S)-4-((6-(1-amino-1,3-dihydrospiro[inden-2,4'-piperidin]-1'-yl)-1H-pyrazolo[3,4-b]pyrazin-3-yl)oxy)-3-chloro-1-methylpyridin-2(1H)-one